C(C)(C)OC1=C(C=CC=C1)[C@@H]1NCCOC1 (3S)-3-(2-isopropoxyphenyl)morpholine